[Sc].[Bi].[Pb] lead bismuth scandium